[U+2](=O)(=O)(=O)(=O)(=O)(=O)(=O)(=O)(=O)=O uranyl octaoxide